3-ETHYL-2-PYRAZINECARBOXALDEHYDE C(C)C=1C(=NC=CN1)C=O